5-Methoxy-quinoline-8-sulfonic acid {2-[6-(pyrrolidine-1-carbonyl)-pyridin-3-ylethynyl]-phenyl}-amide N1(CCCC1)C(=O)C1=CC=C(C=N1)C#CC1=C(C=CC=C1)NS(=O)(=O)C=1C=CC(=C2C=CC=NC12)OC